C(#N)C=1C=C(C=NC1N1N=CC=N1)NC(=O)C=1C=NN(C1C(F)(F)F)C1=C2C(=NC=C1)C=CS2 N-(5-cyano-6-(2H-1,2,3-triazol-2-yl)pyridin-3-yl)-1-(thieno[3,2-b]pyridin-7-yl)-5-(trifluoromethyl)-1H-pyrazole-4-carboxamide